C(C)(=O)N1CCC(CC1)C1CN(C1)[C@@H]1[C@H](CCCC1)OC=1C=C2CN(C(C2=CC1)=O)C1C(NC(CC1)=O)=O 3-(5-(((1S,2S)-2-(3-(1-acetylpiperidin-4-yl)azetidin-1-yl)cyclohexyl)oxy)-1-oxoisoindolin-2-yl)piperidine-2,6-dione